C1(=CC=CC=C1)C=1SC2=C(N1)C=CC(=C2)C2=CC=C(C=C2)C2=CC=C(C=C2)N 4'-(2-phenyl-benzothiazol-6-yl)-[1,1']biphenyl-4-yl-amine